(2-(Benzyloxy)-4-(difluoromethyl)-6-hydroxyphenyl)(6-((dimethylamino)methyl)-3,4-dihydroisoquinolin-2(1H)-yl)methanone C(C1=CC=CC=C1)OC1=C(C(=CC(=C1)C(F)F)O)C(=O)N1CC2=CC=C(C=C2CC1)CN(C)C